(9H-Fluoren-9-yl)methyl (2-(4-((tert-butoxycarbonyl)amino)butoxy)ethyl)(3-chloro-4-(trifluoromethoxy)benzyl)carbamate C(C)(C)(C)OC(=O)NCCCCOCCN(C(OCC1C2=CC=CC=C2C=2C=CC=CC12)=O)CC1=CC(=C(C=C1)OC(F)(F)F)Cl